ClC=1C=C(C=C(C1)S(=O)(=O)C)NC(=O)C=1SC(=C(C1)C1=NC=C(C=N1)P(=O)(C)C)C N-(3-chloro-5-(methylsulfonyl)phenyl)-4-(5-(dimethylphosphoryl)pyrimidin-2-yl)-5-methylthiophene-2-carboxamide